N1[C@H](CCC1)CNC(=O)C1=NC=CN=C1 N-[[(2R)-pyrrolidin-2-yl]methyl]pyrazine-2-carboxamide